1-aminopropyl-2-methylpyridine NC(CC)C=1C(=NC=CC1)C